2,3,6-trimethyl-octan-3-ol CC(C)C(CCC(CC)C)(O)C